Cl.OCCC=1C=CC2=CC3=CC=CC=C3N=C2C1 3-hydroxyethyl-acridine hydrochloride